(Z)-N-(2-(dimethylamino)ethyl)-4-(4-((5-(4-(dimethylamino)phenyl)pyridin-2-yl)oxy)piperidin-1-yl)-N-ethyl-4-oxobut-2-enamide CN(CCN(C(\C=C/C(=O)N1CCC(CC1)OC1=NC=C(C=C1)C1=CC=C(C=C1)N(C)C)=O)CC)C